N-((2-(3,4-dimethyl-6-(4,7-diazaspiro[2.5]octan-7-yl)pyridin-2-yl)-1,6-naphthyridin-7-yl)methyl)-4-methyl-3-(methylsulfonyl)benzamide CC=1C(=NC(=CC1C)N1CCNC2(CC2)C1)C1=NC2=CC(=NC=C2C=C1)CNC(C1=CC(=C(C=C1)C)S(=O)(=O)C)=O